O=P1(OCC(CO1)(C)C)Cl 2-oxo-2-chloro-5,5-dimethyl-1,3,2-dioxaphosphorinane